OC(CNC=1N=C(C(=NC1)C(=O)NC1=CC(=CC=C1)S(=O)(=O)N1CCCCC1)N1CCC2(CC2)CC1)(C)C 5-((2-hydroxy-2-methylpropyl)amino)-N-(3-(piperidin-1-ylsulfonyl)phenyl)-3-(6-azaspiro[2.5]octan-6-yl)pyrazine-2-carboxamide